O1CCN(CC1)CCOC1=CC=C(C=C1)N1N=NC(=C1)C1=CC=C(C=C1)NC(=O)NC1=CC(=C(C(=C1)OC)OC)OC 1-(4-(1-(4-(2-morpholinoethoxy)phenyl)-1H-1,2,3-triazol-4-yl)phenyl)-3-(3,4,5-trimethoxyphenyl)urea